tert-butyl 2-((((9H-fluoren-9-yl)methoxy)carbonyl)amino)-2-(4-bromo-3-(trifluoromethoxy)phenyl)acetate C1=CC=CC=2C3=CC=CC=C3C(C12)COC(=O)NC(C(=O)OC(C)(C)C)C1=CC(=C(C=C1)Br)OC(F)(F)F